TMS silyl ether [SiH3]O[Si](C)(C)C